BrC=1C(=NC=C(C1)I)F 3-Bromo-2-fluoro-5-iodopyridine